Rac-(4aR,5S,6R,7R,7aS)-4a-(4-cyanophenyl)-7,7a-dihydroxy-2-isopropyl-N,N-dimethyl-5-phenyl-2,4a,5,6,7,7a-hexahydrocyclopenta[4,5]furo[3,2-c]pyrazole-6-carboxamide C(#N)C1=CC=C(C=C1)[C@]12[C@](C3=NN(C=C3O1)C(C)C)([C@@H]([C@@H]([C@H]2C2=CC=CC=C2)C(=O)N(C)C)O)O |r|